(S)-2-((tert-butoxycarbonyl)amino)-4-methoxy-3,3-dimethylbutyric acid C(C)(C)(C)OC(=O)N[C@H](C(=O)O)C(COC)(C)C